N-Nonylpyridinium methanesulfonate CS(=O)(=O)[O-].C(CCCCCCCC)[N+]1=CC=CC=C1